N(=C=O)C1CC(CC(C1)(C)CN1C(N(C(N(C1=O)CC1(CC(CC(C1)N=C=O)(C)C)C)=O)CC1(CC(CC(C1)N=C=O)(C)C)C)=O)(C)C 1,3,5-tris[(5-isocyanato-1,3,3-trimethylcyclohexyl)methyl]-1,3,5-triazine-2,4,6(1H,3H,5H)-trione